(5-bromopentyl)(methyl)[di(prop-2-enyl)]ammonium BrCCCCC[N+](CC=C)(CC=C)C